C(CCCCCC(C)C)C1(CCC(CC1)CCCCC)CCCCCCC(C)C diisononyl-(n-pentyl)cyclohexane